3-(5-(4-((1-(4-(4-(4-Fluoro-2-methylphenyl)-7-hydroxychroman-4-yl)phenyl)piperidin-4-yl)methyl)piperazin-1-yl)-1-oxoisoindolin-2-yl)piperidin-2,6-dion FC1=CC(=C(C=C1)C1(CCOC2=CC(=CC=C12)O)C1=CC=C(C=C1)N1CCC(CC1)CN1CCN(CC1)C=1C=C2CN(C(C2=CC1)=O)C1C(NC(CC1)=O)=O)C